N-(1,1-Dimethylprop-2-ynyl)-4-[[2-(1-isopropyl-3,5-dimethylpyrazol-4-yl)acetyl]amino]pyridin CC(C#C)(C)N1CC=C(C=C1)NC(CC=1C(=NN(C1C)C(C)C)C)=O